ClC1=CC(=C(COC(=O)N2C=NC=C2)C=C1)[N+](=O)[O-] N-(4-chloro-2-nitrobenzoxycarbonyl)imidazole